ClC1=C(C=C2CCNCC2=C1)NC1=NC=C(C(=N1)C=1SC=C(C1)S(=O)(=O)CCN1CCOCC1)C(F)(F)F 7-chloro-N-(4-(4-((2-morpholinoethyl)sulfonyl)thiophen-2-yl)-5-(trifluoromethyl)pyrimidin-2-yl)-1,2,3,4-tetrahydroisoquinolin-6-amine